4-{(1-Methyl-1H-pyrrol-2-yl)carbonyl}-N-[4-{4-(4-morpholinylcarbonyl)-1-piperidinyl}phenyl]-1-piperazincarboxamid CN1C(=CC=C1)C(=O)N1CCN(CC1)C(=O)NC1=CC=C(C=C1)N1CCC(CC1)C(=O)N1CCOCC1